1,8-dibromo-3-(methoxymethoxy)naphthalene BrC1=CC(=CC2=CC=CC(=C12)Br)OCOC